1-(4-acetamidophenylsulfonyl)-1H-indole-3-carbaldehyde C(C)(=O)NC1=CC=C(C=C1)S(=O)(=O)N1C=C(C2=CC=CC=C12)C=O